Methyl (E)-4-(2-(2-cyano-3-(3,4-dihydroxyphenyl)acrylamido)thiazol-4-yl)benzoate C(#N)/C(/C(=O)NC=1SC=C(N1)C1=CC=C(C(=O)OC)C=C1)=C\C1=CC(=C(C=C1)O)O